7-Chloro-5-(3-(4-fluorophenoxy)azetidin-1-yl)-2,3-dihydrothieno[3,2-b]pyridine ClC1=C2C(=NC(=C1)N1CC(C1)OC1=CC=C(C=C1)F)CCS2